CC/C(=C\\C=C\\[C@H]1C[C@H]2[C@@H](O1)C[C@@H](O2)C=C=CBr)/Br The molecule is a furofuran that is hexahydrofuro[3,2-b]furan which is substituted at position 2 by a (1E,3E)-4-bromohexa-1,3-dien-1-yl group and at position 5 by a (1R)-3-bromopropadienyl group (the 2R,3aS,5R,6aS diastereoisomer). A natural product first isolated from the red alga Laurencia okamurai Yamada and subsequently found in the sea hare Aplysia kurodai, aplysiallene is an inhibitor of sodium-potassium adenosine triphosphatase. It has a role as a metabolite and an EC 3.6.3.9 (Na(+)/K(+)-transporting ATPase) inhibitor. It is an organobromine compound, a member of allenes and a furofuran.